FC1=C(COC2=C(C=O)C=CC=C2)C=CC=C1 2-((2-fluorobenzyl)oxy)benzaldehyde